2-(2-(benzyloxy)-4,6-dihydroxybenzoyl)isoindoline-5-carboxylic acid C(C1=CC=CC=C1)OC1=C(C(=O)N2CC3=CC=C(C=C3C2)C(=O)O)C(=CC(=C1)O)O